ClC1=C(C=CC=C1C1=C(C(=NC=C1)C1=CC=C2C(=CN(C2=C1)C)CNC[C@H]1OCC1)Cl)C1=CC=C(C(=N1)OC)CNC[C@@H]1CCC(N1)=O (5S)-5-[[[6-[2-Chloro-3-[3-chloro-2-[1-methyl-3-[[[(2S)-oxetan-2-yl]methylamino]methyl]indol-6-yl]-4-pyridyl]phenyl]-2-methoxy-3-pyridyl]methylamino]methyl]pyrrolidin-2-one